C(C)(C)OC(CC=1NC2=CC=CC=C2C1CCNC(=O)OCC1C2=CC=CC=C2C=2C=CC=CC12)=O 2-[3-(2-(9-fluorenylmethoxycarbonyl-amino)-ethyl)-1H-indol-2-yl]-acetic acid isopropyl ester